1,1',1''-(1,3,5-Triazinan-1,3,5-triyl)tris(2-bromoethanon) N1(CN(CN(C1)C(CBr)=O)C(CBr)=O)C(CBr)=O